N-(1-(6-(6-cyanopyridin-3-yl)-5-fluoro-1-neopentyl-1H-indol-3-yl)ethyl)cyclopropanesulfonamide C(#N)C1=CC=C(C=N1)C1=C(C=C2C(=CN(C2=C1)CC(C)(C)C)C(C)NS(=O)(=O)C1CC1)F